s-triazine-2,4,6-triyl-tribenzoate N1=C(N=C(N=C1C1=C(C(=O)[O-])C=CC=C1)C1=C(C(=O)[O-])C=CC=C1)C1=C(C(=O)[O-])C=CC=C1